6-(1H-imidazol-1-yl)-N-(pyridin-3-yl)-4-(trifluoromethyl)picolinamide N1(C=NC=C1)C1=CC(=CC(=N1)C(=O)NC=1C=NC=CC1)C(F)(F)F